C(C)(=O)N(C(CNC)=O)C(C)=O methylglycine-N,N-diacetyl amide